(R)-N-((6-chloro-5-fluoropyridin-3-yl)methylene)-2-methylpropane-2-sulfinamide ClC1=C(C=C(C=N1)C=N[S@](=O)C(C)(C)C)F